3-p-chlorophenyl-6-hydroxyindole ClC1=CC=C(C=C1)C1=CNC2=CC(=CC=C12)O